((2R,4S)-2-(2,5-difluorophenyl)-4-fluoropyrrolidin-1-yl)-4-(1-(piperidin-4-yl)-1H-pyrazol-4-yl)pyrido[3,2-d]pyrimidine FC1=C(C=C(C=C1)F)[C@@H]1N(C[C@H](C1)F)C=1N=C(C2=C(N1)C=CC=N2)C=2C=NN(C2)C2CCNCC2